NC[C@H](CNS(=O)(=O)C=1C(=C(C(=CC1)N1CCN(CC1)CCCO)C1=NN=NN1)S(=O)(=O)N)O (R)-N1-(3-amino-2-hydroxypropyl)-4-(4-(3-hydroxypropyl)piperazin-1-yl)-3-(1H-tetrazol-5-yl)benzene-1,2-disulfonamide